methyl 7-((2S,5R)-4-(tert-butoxycarbonyl)-2,5-dimethylpiperazin-1-yl)-4-methyl-5-oxo-4,5-dihydrothiazolo[5,4-b]pyridine-2-carboxylate C(C)(C)(C)OC(=O)N1C[C@@H](N(C[C@H]1C)C=1C2=C(N(C(C1)=O)C)SC(=N2)C(=O)OC)C